3-methoxy-1,3,8-trimethyl-6H-pyrrolo[2,3-g]phthalazine-2,5-dione COC1(C(N(C2=CC=3C(=NNC(C3C=C21)=O)C)C)=O)C